C12CN(CC(CC1)O2)C2=CC(=C(N=N2)CNC(=O)C2=CC=NN2)N2CCC(CC2)(F)F N-((6-(8-oxa-3-azabicyclo[3.2.1]oct-3-yl)-4-(4,4-difluoropiperidin-1-yl)pyridazin-3-yl)methyl)-1H-pyrazole-5-carboxamide